3-(8-Amino-6-(trifluoromethyl)imidazo[1,2-a]pyrazin-3-yl)-N-(3-(hydroxymethyl)bicyclo[1.1.1]pentan-1-yl)-4-methylbenzenesulfonamide trifluoroacetate salt FC(C(=O)O)(F)F.NC=1C=2N(C=C(N1)C(F)(F)F)C(=CN2)C=2C=C(C=CC2C)S(=O)(=O)NC21CC(C2)(C1)CO